2-(3-cyano-1-bicyclo[1.1.1]pentanyl)-N-(1-cyclopropyl-2-oxo-3-pyridyl)-7-isopropoxy-imidazo[1,2-a]pyridine-6-carboxamide C(#N)C12CC(C1)(C2)C=2N=C1N(C=C(C(=C1)OC(C)C)C(=O)NC=1C(N(C=CC1)C1CC1)=O)C2